NC=1C=C(C=C(C1)C(F)(F)F)C(C)NC1=NC(=NC2=CC(=C(C=C12)NC1CCCC1)C(=O)N1CCOCC1)C (4-((1-(3-amino-5-(trifluoromethyl)phenyl)ethyl)amino)-6-(cyclopentylamino)-2-methylquinazolin-7-yl)(morpholino)methanone